[CH3+]=CCCCCCC Octanenium